siloxy ethylene oxide [SiH3]OC1CO1